F[C@@H]1[C@@H](C1)C(=O)NC=1N=CC2=CC(=NC=C2C1)C=1C=NC(=CC1C)C(CC)O (1S,2S)-2-fluoro-N-{7-[6-(1-hydroxypropyl)-4-methylpyridin-3-yl]-2,6-naphthyridin-3-yl}cyclopropane-1-carboxamide